methyl 4-[2-(2-{[methyl(oxo)(quinolin-8-yl)-λ6-sulfanylidene]-amino}phenyl)ethynyl]isoquinoline-1-carboxylate CS(C=1C=CC=C2C=CC=NC12)(=O)=NC1=C(C=CC=C1)C#CC1=CN=C(C2=CC=CC=C12)C(=O)OC